2-((5-methoxy-2-methyl-1H-indol-3-yl)methylene)hydrazine COC=1C=C2C(=C(NC2=CC1)C)C=NN